C(C)(=O)C1=CN(C2=CC=C(C=C12)C=1C=NC=NC1)CC(=O)N1[C@@H]2C[C@@H]2C[C@H]1C(=O)NC1=NC(=CC=C1)Br (1R,3S,5R)-2-(2-(3-acetyl-5-(pyrimidin-5-yl)-1H-indol-1-yl)acetyl)-N-(6-bromopyridin-2-yl)-2-azabicyclo[3.1.0]hexane-3-carboxamide